4-((4-Methyl-5-(4-methylpiperazin-1-yl)pyridin-3-yl)amino)-N-(4-(4-methylpiperazin-1-yl)phenyl)-2-oxo-1,2-dihydropyridine-3-carboxamide CC1=C(C=NC=C1N1CCN(CC1)C)NC1=C(C(NC=C1)=O)C(=O)NC1=CC=C(C=C1)N1CCN(CC1)C